[Si](C1=CC=CC=C1)(C1=CC=CC=C1)(C(C)(C)C)OCC(C)(C)C1=NC2=C(C=C(C=C2C(N1C)=O)C)C=O 2-(1-((tert-butyldiphenylsilyl)oxy)-2-methylpropan-2-yl)-3,6-dimethyl-4-oxo-3,4-dihydroquinazoline-8-carbaldehyde